N-((8-(2-Fluoro-4-(trifluoromethyl)phenyl)imidazo[1,2-a]pyrazin-6-yl)methyl)acrylamide FC1=C(C=CC(=C1)C(F)(F)F)C=1C=2N(C=C(N1)CNC(C=C)=O)C=CN2